ClC(C1=NOC(=C1)C)([2H])[2H] 3-(chloromethyl-d2)-5-methylisoxazole